CC1(CCC=2C(\C(\C3=CC=CC=C3C2C1)=N/[C@@H](CCC(N)=O)C(=O)O)=O)C N-[(9Z)-3,3-dimethyl-10-oxo-1,2,3,4,9,10-hexahydrophenanthrene-9-ylidene]-L-glutamine